2,3,4,6-tetra-O-acetyl-α-D-galactopyranosyl 2,2,2-trichloroacetate ClC(C(=O)O[C@@H]1[C@H](OC(C)=O)[C@@H](OC(C)=O)[C@@H](OC(C)=O)[C@H](O1)COC(C)=O)(Cl)Cl